ClC1=CN(C2=NC=CC(=C21)OC2=C(C=C(C=C2F)NC(=O)NCC2(COC2)F)F)COCC[Si](C)(C)C 1-{4-[(3-chloro-1-{[2-(trimethylsilyl)ethoxy]methyl}-1H-pyrrolo[2,3-b]pyridin-4-yl)oxy]-3,5-difluorophenyl}-3-[(3-fluorooxetan-3-yl)methyl]urea